C(C(=C)C)(=O)O.C(C(C)O)O Propylenglycol monomethacrylat